C(C1=CC=CC=C1)N1C(SC=C1CO)=N (3-benzyl-2-imino-2,3-dihydrothiazol-4-yl)methanol